C12CC(CC2C1)OC=1C=C(C(=O)OC)C=CC1Br methyl 3-(bicyclo[3.1.0]hexan-3-yloxy)-4-bromobenzoate